O.O.O.O.O.O.[Cl-].[Cl-].[Ni+2] The molecule is a hydrate of nickel chloride containing nickel (in the +2 oxidation state), chloride and water moeities in the ratio 1:2:6. It has a role as a sensitiser. It contains a nickel dichloride.